ClC1=C(C=C(C=C1)N1CC(C2=NC(=CC=C21)C(=O)N2C(CN(CC2)C=2C=CC(=NC2)CC(=O)O)(C)C)(C)C)F 2-(5-(4-(1-(4-chloro-3-fluorophenyl)-3,3-dimethyl-2,3-dihydro-1H-pyrrolo[3,2-b]pyridine-5-carbonyl)-3,3-dimethylpiperazin-1-yl)pyridin-2-yl)acetic acid